3-cyclopropyl-N6-(1-ethylpropyl)-N8-(2-pyridyl)-[1,2,4]triazolo[4,3-b]pyridazine-6,8-diamine C1(CC1)C1=NN=C2N1N=C(C=C2NC2=NC=CC=C2)NC(CC)CC